OC1CCN(C1)[C@@H](C)C1=CC=C(C=C1)C1=C(N=CS1)C 4-hydroxy-N-((S)-1-(4-(4-methylthiazol-5-yl)phenyl)ethyl)pyrrolidin